2-piperazin-1-ylethyl 6-[6-[5-(6-methyl-2-pyridyl)-1H-imidazol-4-yl]-3-quinolyl]pyridine-2-carboxylate CC1=CC=CC(=N1)C1=C(N=CN1)C=1C=C2C=C(C=NC2=CC1)C1=CC=CC(=N1)C(=O)OCCN1CCNCC1